tert-butyl 2-formyl-6-(trifluoromethyl)-5,6-dihydroimidazo[1,2-a]pyrazine-7(8H)-carboxylate C(=O)C=1N=C2N(CC(N(C2)C(=O)OC(C)(C)C)C(F)(F)F)C1